C(C)(C)(C)OC(N(C1=CC(=CC(=C1)F)C#N)C1=CC(=NC=2N1N=CC2C2CCC2)Cl)=O.BrC=2C(=CC1=C(C(CO1)NC(C=C)=O)C2)C N-(5-bromo-6-methyl-2,3-dihydrobenzofuran-3-yl)acrylamide tert-butyl-(5-chloro-3-cyclobutylpyrazolo[1,5-a]pyrimidin-7-yl)(3-cyano-5-fluorophenyl)carbamate